nonyl 8-((6-((4,4-bis(non-3-yn-1-yloxy)butanoyl)oxy)hexyl)(2-hydroxyethyl)amino)octanoate C(CC#CCCCCC)OC(CCC(=O)OCCCCCCN(CCCCCCCC(=O)OCCCCCCCCC)CCO)OCCC#CCCCCC